C1(CC1)C=1C=CC=2N(C1)C=C(N2)COC2=NC(=NC(=C2)NCC2=C(C=C(C=C2C)C(NC(=O)OCCCCCC)=N)C)CCC(=O)O 3-(4-((6-cyclopropylimidazo[1,2-a]pyridin-2-yl)methoxy)-6-((4-(N-((hexyloxy)carbonyl)carbamimidoyl)-2,6-dimethylbenzyl)amino)pyrimidin-2-yl)propanoic acid